phenyllithium 2,4,6-trimethylbenzoyl-phosphonate CC1=C(C(=O)P(O)(O)=O)C(=CC(=C1)C)C.C1(=CC=CC=C1)[Li]